C(C)(C)(C)[Si](OC1=CC(=CC=C1)B1OC(C(O1)(C)C)(C)C)(C)C tert-butyldimethyl(3-(4,4,5,5-tetramethyl-1,3,2-dioxaborolan-2-yl)phenoxy)silane